2,3-Difluoro-5-(5-(4-(meth-oxymethyl)-1-(methylsulfonyl)piperidin-4-yl)-1H-indazol-1-yl)phenol FC1=C(C=C(C=C1F)N1N=CC2=CC(=CC=C12)C1(CCN(CC1)S(=O)(=O)C)COC)O